(1S,2R)-2-((S)-5H-imidazo[5,1-a]isoindol-5-yl)cyclopentan-1-ol C=1N=CN2C1C1=CC=CC=C1[C@@H]2[C@@H]2[C@H](CCC2)O